O=C1NC2=CC=C(C=C2CC1)N1CC(=CC=C1)C(F)(F)F N-(2-oxo-3,4-dihydro-1H-quinolin-6-yl)-3-(trifluoromethyl)pyridine